FC(C(=O)O)(F)F.FC1(CNC1)CO (3-Fluoroazetidin-3-yl)methanol trifluoroacetate